5-(2-(4-methoxy-3-(4-methylpiperazine-1-carbonyl)phenylamino)-5-methylpyrimidin-4-ylamino)benzo[d]oxazol-2(3H)-one COC1=C(C=C(C=C1)NC1=NC=C(C(=N1)NC=1C=CC2=C(NC(O2)=O)C1)C)C(=O)N1CCN(CC1)C